O=CCCCCCCC(=O)O 8-oxooctanoic acid